8-isopropoxy-7-(1H-pyrazol-4-yl)-[1,2,4]triazolo[1,5-c]pyrimidin-2-amine C(C)(C)OC=1C=2N(C=NC1C=1C=NNC1)N=C(N2)N